C(C)N1CCN(CC1)CC=1C=CC(=NC1)NC1=NC=C(C(=N1)C1=CC2=C(N=C3N2[C@H](CC3)COC)C(=C1)F)F (R)-N-(5-((4-ethylpiperazin-1-yl)methyl)pyridin-2-yl)-5-fluoro-4-(5-fluoro-1-(methoxymethyl)-2,3-dihydro-1H-benzo[d]pyrrolo[1,2-a]imidazol-7-yl)pyrimidin-2-amine